2-(2H-1,2,3-triazol-2-yl)benzoic acid N=1N(N=CC1)C1=C(C(=O)O)C=CC=C1